1-(Cyclopropylmethyl)-1H-pyrrolo[2,3-b]pyridine C1(CC1)CN1C=CC=2C1=NC=CC2